C(C)(C)(C)C1CC(C1)O 3-tert-butylcyclobutan-1-ol